N-Fmoc-3-(2-naphthyl)-L-alanin C(=O)(OCC1C2=CC=CC=C2C2=CC=CC=C12)N[C@@H](CC1=CC2=CC=CC=C2C=C1)C(=O)O